[Br-].C(CCCCCCCCCCCCC)OC(C[NH3+])COCCCCCCCCCCCCCC 2,3-bis(tetradecyloxy)-1-propanaminium bromide